5-(tert-butoxycarbonyl)-3-cyclopropyl-5,6,7,8-tetrahydro-4H-pyrazolo[1,5-a][1,4]diazepine-2-carboxylic acid C(C)(C)(C)OC(=O)N1CC=2N(CCC1)N=C(C2C2CC2)C(=O)O